C(C)N(C1CCN(CC1)C=1C(=C2C(=CN1)NC(=C2C(C)C)C=2C=C(C=1N(C2)N=CN1)OC)F)C n-ethyl-1-(4-fluoro-3-isopropyl-2-(8-methoxy-[1,2,4]triazolo[1,5-a]pyridin-6-yl)-1H-pyrrolo[2,3-c]pyridin-5-yl)-N-methylpiperidin-4-amine